4-bromo-N-[5-(3-chloro-1-methylpyrrol-2-yl)-1,3,4-thiadiazol-2-yl]-5-(2-methoxyethoxy)-6-oxopyran-2-carboxamide BrC=1C=C(OC(C1OCCOC)=O)C(=O)NC=1SC(=NN1)C=1N(C=CC1Cl)C